1-{2-[3-cyano-4-(4-methyl-piperazin-1-yl)-anilino]-pyrimidin-4-yl}-1H-indole-3-carboxamide C(#N)C=1C=C(NC2=NC=CC(=N2)N2C=C(C3=CC=CC=C23)C(=O)N)C=CC1N1CCN(CC1)C